C(C)C1=CC=2C=C(N3C(C2C=C1)=C1C=CC=CC1=N3)C(F)(F)F 3-Ethyl-6-(trifluoromethyl)indazolo[3,2-a]isoquinoline